3,5-difluoro-4-(3-(1-methyl-1H-pyrazol-4-yl)-1-((2-(trimethylsilyl)ethoxy)methyl)-1H-pyrazolo[3,4-c]Pyridin-5-yl)aniline FC=1C=C(N)C=C(C1C=1C=C2C(=CN1)N(N=C2C=2C=NN(C2)C)COCC[Si](C)(C)C)F